C[N+](CCCS(=O)(=O)O)(CCC(C=C)=O)C N,N-dimethyl-N-(2-acryloylethyl)-N-(3-sulfopropyl)ammonium